8-(1-(1-Ethoxyethyl)-1H-pyrazol-4-yl)-1-(4-methoxybenzyl)-4-(5-methyloxazol-2-yl)-1,3-dihydro-2H-benzo[b]azepin-2-one C(C)OC(C)N1N=CC(=C1)C=1C=CC2=C(N(C(CC(=C2)C=2OC(=CN2)C)=O)CC2=CC=C(C=C2)OC)C1